CN1C(C(CC1)C(=O)NC1=CNC2=CC=C(C=C12)C=1C=NN(C1)C1=CC=C(C=C1)C(F)(F)F)=O 1-methyl-2-oxo-N-(5-{1-[4-(trifluoromethyl)phenyl]-1H-pyrazol-4-yl}-1H-indol-3-yl)pyrrolidine-3-carboxamide